6-[4-[(3-[[(2S,4R)-4-methyl-1-[6-oxo-5-(trifluoromethyl)-1,6-dihydropyridazin-4-yl]pyrrolidin-2-yl]methoxy]phenyl)carbonyl]piperazin-1-yl]pyridine-3-carbonitrile C[C@@H]1C[C@H](N(C1)C=1C=NNC(C1C(F)(F)F)=O)COC=1C=C(C=CC1)C(=O)N1CCN(CC1)C1=CC=C(C=N1)C#N